N1(CCCC2=CC=CC=C12)[C@@H]1CCC=2C(=NC(=NC2C1)OC[C@H]1N(CCC1)C)N1CCN(CC1)C(C=C)=O 1-(4-((R)-7-(3,4-Dihydroquinolin-1(2H)-yl)-2-(((S)-1-methylpyrrolidin-2-yl)methoxy)-5,6,7,8-tetrahydroquinazolin-4-yl)piperazin-1-yl)prop-2-en-1-one